C(C)(C)(C)C1N(CCCN(C1)C=1C=2C(N=CC1)=C(N(N2)C2=CC=C(C=C2)OC2=CC=CC=C2)C(N)=O)C(=O)OC[C@@H]2[C@H]([C@H]([C@@H](O2)N2C(=O)N=C(N)C=C2)OCC#C)O O-propargyl-cytidine tert-butyl-4-[3-carbamoyl-2-(4-phenoxyphenyl)-2H-pyrazolo[4,3-b]pyridin-7-yl]-1,4-diazepane-1-carboxylate